C(C)(C)(C)OC(=O)N1C(C=C(C1)C1=CC(=C(C=C1)OC(F)F)OCC1CC1)CO 4-(3-(cyclopropylmethoxy)-4-(difluoromethoxy)phenyl)-2-(hydroxymethyl)-2,5-dihydro-1H-pyrrole-1-carboxylic acid tert-butyl ester